FC(C(C(C(C(C(C(F)(F)F)(F)F)(F)F)(F)F)(F)F)(F)F)(F)OCC Ethyl perfluoroheptyl ether